ClCCCCCCCCCC 1-Chloro-decane